NC1CC=C(CC1)C1=CC(=NC=N1)C1=C(C=C(C=C1)NC1=NNC(=C1)C)S(=O)(=O)C1CC1 N-(4-(6-(4-aminocyclohex-1-en-1-yl)pyrimidin-4-yl)-3-(cyclopropylsulfonyl)phenyl)-5-methyl-1H-pyrazol-3-amine